NC1=NC2=CC=C(C=C2C=C1C)C(=O)N(N(C1=NC=CC=N1)C)CC1=NC=C(C=C1)C(C)(C)O 2-amino-N-((5-(2-hydroxypropane-2-yl)pyridin-2-yl)methyl)-N',3-dimethyl-N'-(pyrimidin-2-yl)quinoline-6-carbohydrazide